N1(C=NC2=C1C=CC=C2)C2=CC=C(C=C2)NC(=O)NC=2NN=C(C2)C(F)(F)F 1-(4-benzoimidazol-1-yl-phenyl)-3-(5-trifluoromethyl-2H-pyrazol-3-yl)-urea